2,2-dimethyldihydro-4H-pyran-4-one CC1(OCCC(C1)=O)C